N-[3-(dimethoxymethylsilyl)propyl]-N',N',N''-trimethylguanidine COC(OC)[SiH2]CCCNC(=NC)N(C)C